BrC=1C=NC=2CCN(C(C2C1)=O)C=1C=NN(C1)C(C)C1=CC=C(C=C1)F 3-bromo-6-(1-(1-(4-fluorophenyl)ethyl)-1H-pyrazol-4-yl)-7,8-dihydro-1,6-naphthyridin-5(6H)-one